C(C)(C)(C)OC(=O)N[C@@H](CC(=O)O)CO (S)-3-[(tert-Butoxycarbonyl)amino]-4-hydroxybutyric acid